benzyl 9-(hydroxyimino)-1-methyl-1,4-diazaspiro[5.5]undecane-4-carboxylate ON=C1CCC2(CN(CCN2C)C(=O)OCC2=CC=CC=C2)CC1